P(=O)(OC1=C(C=CC=C1)C)(OC1=C(C=CC=C1)C)OC1=C(C=CC=C1)C tri(o-tolyl) phosphate